N-tosyl-benzamide S(=O)(=O)(C1=CC=C(C)C=C1)NC(C1=CC=CC=C1)=O